7-chloro-4-(4-methoxybenzyl)-2-methyl-6-(5-methyl-6-(pyrrolidine-1-carbonyl)-1H-benzo[d]imidazol-2-yl)-2H-pyrazolo[4,3-b]pyridin-5(4H)-one ClC=1C=2C(N(C(C1C1=NC3=C(N1)C=C(C(=C3)C)C(=O)N3CCCC3)=O)CC3=CC=C(C=C3)OC)=CN(N2)C